N[C@@H]1CN(CC1)CC1=CC=2C(=CN=C(C2C2=CC(=C(C#N)C=C2)F)C=2C=CC3=C(N(C=N3)C)C2)N1C (S)-4-(2-((3-aminopyrrolidin-1-yl)methyl)-5-(1-methyl-1H-benzo[d]imidazol-6-yl)-1-methyl-1H-pyrrolo[2,3-c]pyridin-4-yl)-2-fluorobenzonitrile